CC1=CC=C(C=C1)C1=NC=NC(=N1)C1=CC=C(C=C1)C 4,6-bis(4-methylphenyl)-1,3,5-triazine